BrC1=C(N=C2N1C=CC(=C2)C)C2=CC=C(C=C2)F 3-Bromo-2-(4-fluorophenyl)-7-methylimidazo[1,2-a]pyridine